4-(2-(bicyclo[1.1.1]pentan-1-ylamino)-2-oxoacetyl)-3-chloro-1-methyl-1H-pyrrole-carboxylic acid C12(CC(C1)C2)NC(C(=O)C=2C(=C(N(C2)C)C(=O)O)Cl)=O